BrC1=CC=2C(C3=CC=CC=C3C2C=C1)(C1=CC(=C(C(=C1)C)OC)C)OC 2-bromo-9-methoxy-9-(4-methoxy-3,5-dimethylphenyl)-9H-fluorene